FC(C1(CC1)C1=CC=C(C(=O)O)C=C1)(F)F 4-(1-(trifluoromethyl)cyclopropyl)benzoic acid